C(C)(C)N1C(=NN=C1)C1=CC=CC(=N1)NC(=O)NC1=NN(C2=CC=CC=C12)C 1-(6-(4-isopropyl-4H-1,2,4-triazol-3-yl)pyridin-2-yl)-3-(1-methyl-1H-indazol-3-yl)urea